tert-butyl ((2R,3S)-6-amino-2-((5-bromonaphthalen-2-yl)methoxy)-6-oxohexan-3-yl)carbamate NC(CC[C@@H]([C@@H](C)OCC1=CC2=CC=CC(=C2C=C1)Br)NC(OC(C)(C)C)=O)=O